2-(((3S,4S)-3-hydroxy-3-(hydroxymethyl)-4-(4-(trifluoromethyl)phenoxy)pyrrolidin-1-yl)sulfonyl)-5-(trifluoromethyl)benzonitrile O[C@@]1(CN(C[C@@H]1OC1=CC=C(C=C1)C(F)(F)F)S(=O)(=O)C1=C(C#N)C=C(C=C1)C(F)(F)F)CO